N-(cyclopropyl(hydroxyimino)methyl)-2-(4-(4,5-dichloro-6-oxopyridazin-1(6H)-yl)piperidin-1-yl)butanamide C1(CC1)C(NC(C(CC)N1CCC(CC1)N1N=CC(=C(C1=O)Cl)Cl)=O)=NO